C1(CCCC1)N1CCNCC1 1-cyclopentyl-piperazine